1-(3-difluoromethyl-cyclobutyl)-3-(3-trifluoromethoxy-benzyl)-urea FC(C1CC(C1)NC(=O)NCC1=CC(=CC=C1)OC(F)(F)F)F